C(C)(C)C1=NOC(=N1)N1CCC(CC1)CCOC=1SC2=NC(=CC=C2N1)C1=CC=C(C=C1)S(=O)(=O)C 3-isopropyl-5-(4-(2-((5-(4-(methylsulfonyl)phenyl)thiazolo[5,4-b]pyridin-2-yl)oxy)ethyl)piperidin-1-yl)-1,2,4-oxadiazole